NC1=NOC2=C1C(=CC=C2)C2=C(C=C(C=C2)C)NC(=O)NC2=CC(=CC=C2)OC(F)(F)F 1-(4-(3-Aminobenzo[d]isoxazol-4-yl)-3-tolyl)-3-(3-(trifluoromethoxy)phenyl)urea